(4-methylmorpholin-2-yl)pyridin-2-amine CN1CC(OCC1)C=1C(=NC=CC1)N